OC[C@@H](C)NC(=O)C1=CC=C2C=CC(=NC2=C1)C1=CC=C(C=C1)C(F)(F)F (R)-N-(1-hydroxypropan-2-yl)-2-(4-(trifluoromethyl)phenyl)quinoline-7-carboxamide